C[C@H]1CN(C[C@H](O1)C)C1=NC(=C2N1C1=CC(=CC=C1N=C2)C=2C=CC(=NC2)OCCC(C)N)C 3-((5-(1-((2S,6R)-2,6-dimethylmorpholinyl)-3-methylimidazo[1,5-a]quinoxalin-8-yl)pyridin-2-yl)oxy)-N-1-methylpropylamine